CN(C(C(=O)C1=CC=C(C=C1)N1CCOCC1)(CC)CC1=CC=C(C=C1)C)C 2-Dimethylamino-2-(4-methyl-benzyl)-1-(4-morpholin-4-yl-phenyl)-butan-1-on